tetrabutyltin diacetate C(C)(=O)O.C(C)(=O)O.C(CCC)[Sn](CCCC)(CCCC)CCCC